4-(p-tolyl)-1-toluenesulfonyl-3,4-dihydropyridin-2(1H)-one C1(=CC=C(C=C1)C1CC(N(C=C1)S(=O)(=O)CC1=CC=CC=C1)=O)C